C1(CC1)C1=CC(=NN1)NC1=NC(=NC=C1)N1[C@@H]2CC[C@](C1)(C2)CO ((1R,4R)-2-(4-((5-cyclopropyl-1H-pyrazol-3-yl)amino)pyrimidin-2-yl)-2-azabicyclo[2.2.1]heptan-4-yl)methanol